C1(=CC=CC=C1)N1N=CC(=C1C(F)(F)F)C1=NC2=CC(=CC=C2C=N1)N 2-(1-phenyl-5-(trifluoromethyl)-1H-Pyrazol-4-yl)quinazolin-7-amine